COCCOC(=C(OCCOC)OCCOC)[SiH3] tri(2-methoxyethoxy)vinyl-silane